ONC(=O)C1C2C=CC(C1C(=O)N)C2 N-hydroxy-5-norbornene-2,3-diamide